COC(=O)C1=CC=C(C=C1)N1CC2=CC=CC=C2CC1 2-(4-methoxycarbonylphenyl)-3,4-dihydroisoquinoline